(2-bromopropyl)silane BrC(C[SiH3])C